(biphenyl) Iridium(III) [Ir+3].C1(=CC=CC=C1)C1=CC=CC=C1